CN1C(=NC(=C1)C(F)(F)F)C1=CC=C(CC2=CC(=CN2)C2=C(C=CC=C2)OC(F)(F)F)C=C1 5-(4-(1-methyl-4-(trifluoromethyl)-1H-imidazol-2-yl)benzyl)-3-(2-(trifluoromethoxy)phenyl)pyrrole